chlorine gallium cesium [Cs].[Ga].[Cl]